(R)-5-((2,6-diethyl-3,4-dihydroquinolin-1(2H)-yl)sulfonyl)-2-((tetrahydro-2H-pyran-4-yl)methoxy)benzyl Alcohol C(C)[C@H]1N(C2=CC=C(C=C2CC1)CC)S(=O)(=O)C=1C=CC(=C(CO)C1)OCC1CCOCC1